1-(4-(4-(trifluoromethyl)piperidin-1-yl)phenyl)cyclohexane-1,2-diamine FC(C1CCN(CC1)C1=CC=C(C=C1)C1(C(CCCC1)N)N)(F)F